N1N=NN=C1C1=C(C=CC=C1)C1=NC(=CC(=C1)NC(=O)NC1=CC=C(C=C1)OCC)N(CCC)CC1=CC=CC=C1 1-(2-(2-(1H-tetrazol-5-yl)phenyl)-6-(benzyl(propyl)amino)pyridin-4-yl)-3-(4-ethoxyphenyl)urea